FC1=CC(=NC(=C1)N1CCOCC1)C1=NC2=CC(=NC=C2C=C1)CNC(OC(C)(C)C)=O tert-butyl ((2-(4-fluoro-6-morpholinopyridin-2-yl)-1,6-naphthyridin-7-yl)methyl)carbamate